2-Methyl-5-(4-methylpiperazin-1-yl)-N-[(1R)-1-(1-methylpyrazol-4-yl)ethyl]benzamide CC1=C(C(=O)N[C@H](C)C=2C=NN(C2)C)C=C(C=C1)N1CCN(CC1)C